FC(C=1C=CC=2N(N1)C(=CN2)C2=CC(=NC=N2)N2CCS(CC2)(=N)=O)F 4-[6-[6-(difluoromethyl)imidazo[1,2-b]pyridazin-3-yl]pyrimidin-4-yl]-1-imino-1,4-thiazinan 1-oxide